CNS(OCC(=O)NC=1SC(=C(N1)C)OC1=CC(=CC=C1)Cl)(=O)=O 2-((5-(3-chlorophenoxy)-4-methylthiazol-2-yl)amino)-2-oxoethyl methylsulfamate